bromo-4-(2-(thiophen-3-yl)ethoxy)quinoline BrC1=NC2=CC=CC=C2C(=C1)OCCC1=CSC=C1